1-{6-[4-amino-3-(trifluoromethyl)-1H-pyrazol-1-yl]-2-azaspiro[3.3]heptan-2-yl}-2-methylpropan-2-ol NC=1C(=NN(C1)C1CC2(CN(C2)CC(C)(O)C)C1)C(F)(F)F